1-[7-(2-amino-7-fluoro-1,3-benzothiazol-4-yl)-8-fluoro-2-[[(2S)-1-methylpyrrolidin-2-yl]methoxy]-4-piperazin-1-yl-quinazolin-6-yl]cyclobutanecarbonitrile NC=1SC2=C(N1)C(=CC=C2F)C2=C(C=C1C(=NC(=NC1=C2F)OC[C@H]2N(CCC2)C)N2CCNCC2)C2(CCC2)C#N